FC(S(=O)(=O)[O-])(F)F.CC1=C(C(=CC(=C1)C)C)[S+](C1=CC=CC=C1)C1=CC=CC=C1 2,4,6-trimethylphenyldiphenylsulfonium trifluoromethanesulfonate